C1(=CCCCC1)C=1C=2CCN(C(C2C(=C2C1OC(O2)(C)[C@@H]2CC[C@H](CC2)N(C)C)C)=O)CC=2C(NC(=CC2C)C)=O 9-(cyclohex-1-en-1-yl)-6-((4,6-dimethyl-2-oxo-1,2-dihydropyridin-3-yl)methyl)-2-(trans-4-(dimethylamino)cyclohexyl)-2,4-dimethyl-7,8-dihydro-[1,3]dioxolo[4,5-g]isoquinolin-5(6H)-one